C(=O)OC1=C(C(=CC(=C1)N1N=CC=N1)F)C=1N=C2N(C=CC(=N2)C=2CC(NC(C2)(C)C)(C)C)C1 3-fluoro-2-(7-(2,2,6,6-tetramethyl-1,2,3,6-tetrahydropyridin-4-yl)imidazo[1,2-a]pyrimidin-2-yl)-5-(2H-1,2,3-triazol-2-yl)phenol formate